N-(fluorosilyl)indole F[SiH2]N1C=CC2=CC=CC=C12